3,4-dimethoxy-5-bromobenzenesulfonamide COC=1C=C(C=C(C1OC)Br)S(=O)(=O)N